ON=C(N)C1=CC2=C(N(C=N2)CC2OCC2)C=C1 N'-hydroxy-1-(oxetan-2-ylmethyl)-1H-benzo[d]imidazole-5-carboxamidine